C1(CC1)N1C=C(C(C2=CC=C(C=C12)I)=O)C(=O)O 1-cyclopropyl-1,4-dihydro-3-carboxy-4-oxo-7-iodoquinoline